FC1(CNC(N(C1)[C@H](COC)C=1C=CC2=C(N=C(O2)[C@@H](NC(=O)C2=CC=NN2C)C2CCC(CC2)(F)F)C1)=O)F N-((S)-(5-((S)-1-(5,5-difluoro-2-oxotetrahydro-pyrimidin-1(2H)-yl)-2-methoxyethyl)benzo[d]oxazol-2-yl)(4,4-difluorocyclohexyl)methyl)-1-methyl-1H-pyrazole-5-carboxamide